C1=CC=CC=2C3=CC=CC=C3C(C12)COC(=O)N[C@H](C(=O)O)CCCC(N1CCCCC1)=O (S)-2-((((9H-fluoren-9-yl)methoxy)carbonyl)amino)-6-oxo-6-(piperidin-1-yl)hexanoic acid